1-ALLYL-1H-PYRAZOL-4-YLBORONIC ACID C(C=C)N1N=CC(=C1)B(O)O